ClC1=CC=C(C(=N1)C(=O)O)NC(C)C=1C=C(C=C2C(N(C(=NC12)N1CC(C1)(F)F)C)=O)C 6-chloro-3-[1-[2-(3,3-difluoroazetidin-1-yl)-3,6-dimethyl-4-oxoquinazolin-8-yl]ethylamino]pyridine-2-carboxylic acid